tert-Butyl N-[(1S)-1-[[4-[1-(benzenesulfonyl)pyrrolo[2,3-b]pyridin-4-yl]phenyl]carbamoyl]-2,2-dimethyl-propyl]carbamate C1(=CC=CC=C1)S(=O)(=O)N1C=CC=2C1=NC=CC2C2=CC=C(C=C2)NC(=O)[C@H](C(C)(C)C)NC(OC(C)(C)C)=O